N-((1R,2R)-1-Amino-2,3-dihydro-ethyl-7H-pyrrolo[2,3-d]pyrimidin-4-yl)-3,4-dihydro-2H-1,4-thiazine-6-carboxamide N[C@H](C)[C@@H]1NC(=C2C(=N1)NC=C2)NC(=O)C2=CNCCS2